1-[11-(1,3-benzodioxan-5-yl)-1-oxo-2,4,10-undecatrienyl]piperidine O1COCC2=C1C=CC=C2C=CCCCCC=CC=CC(=O)N2CCCCC2